FC(CN1C(NC(C=C1)=O)=O)(F)F 1-(2,2,2-trifluoroethyl)pyrimidine-2,4-dione